2,4-dioxanone C1(OCOCC1)=O